4-(4-fluorophenyl)-piperazine-1-sulfonyl chloride FC1=CC=C(C=C1)N1CCN(CC1)S(=O)(=O)Cl